2-Methylamino-2-methyl-1-propanol CNC(CO)(C)C